4,5-bis(heptadecyl)imidazolium C(CCCCCCCCCCCCCCCC)C=1[NH+]=CNC1CCCCCCCCCCCCCCCCC